(M)-N-[2-[6-Chloro-4-[(2S,5R)-2,5-dimethyl-4-prop-2-enoyl-piperazin-1-yl]-1-(2-isopropyl-4-methyl-3-pyridyl)-2-oxo-pyrido[2,3-d]pyrimidin-7-yl]-3-fluoro-phenyl]cyclopropanecarboxamide ClC1=CC2=C(N(C(N=C2N2[C@H](CN([C@@H](C2)C)C(C=C)=O)C)=O)C=2C(=NC=CC2C)C(C)C)N=C1C1=C(C=CC=C1F)NC(=O)C1CC1